C(C=C)(=O)N1[C@H](CN(CC1)C1=CC(=NC=2CN(CCC12)C1=CC=CC2=CC=CC(=C12)C)C(=O)N[C@@H]1CC[C@@H](CC1)NC)CC#N 4-((S)-4-acryloyl-3-(cyanomethyl)piperazin-1-yl)-N-(cis-4-(methylamino)cyclohexyl)-7-(8-methylnaphthalen-1-yl)-5,6,7,8-tetrahydro-1,7-naphthyridine-2-carboxamide